tertbutyl (2-fluoro-5-(2-(2-fluoro-6-(pyrrolidin-1-yl)pyridin-3-yl)-4-oxo-6,7-dihydrothiazolo[5,4-c]pyridin-5(4H)-yl)phenyl)carbamate FC1=C(C=C(C=C1)N1C(C2=C(CC1)N=C(S2)C=2C(=NC(=CC2)N2CCCC2)F)=O)NC(OC(C)(C)C)=O